(RS)-2-((5-bromo-6-difluoromethyl-pyrimidin-4-yl)amino)propanol BrC=1C(=NC=NC1C(F)F)N[C@@H](CO)C |r|